3-pentoxypropionic acid C(CCCC)OCCC(=O)O